N[C@@H](C)C1=CC=C(C=C1)C(CCCC=C)N1CCN(CC1)C(=O)OC(C)(C)C tert-butyl 4-[1-[4-[(1S)-1-aminoethyl]phenyl]hex-5-enyl]piperazine-1-carboxylate